4-(1-(4-aminophenyl)ethyl)benzoic acid NC1=CC=C(C=C1)C(C)C1=CC=C(C(=O)O)C=C1